5-(((trans-3-(3-cyclopropyl-1H-pyrazolo[3,4-b]pyridin-1-yl)cyclobutyl)methyl)amino)-2-(2,6-dioxopiperidin-3-yl)isoindoline-1,3-dione C1(CC1)C1=NN(C2=NC=CC=C21)[C@@H]2C[C@H](C2)CNC=2C=C1C(N(C(C1=CC2)=O)C2C(NC(CC2)=O)=O)=O